N-propyloctadecan-1-amine C(CC)NCCCCCCCCCCCCCCCCCC